C(C)C(CC1=C(C(=C(C(=C1C(=O)O)C(=O)O)C(=O)O)CC(CCCC)CC)CC(CCCC)CC)CCCC.C1C(CC2=CC=CC=C12)NC1=NC=C(C=N1)C(=O)NN 2-((2,3-Dihydro-1H-inden-2-yl)amino)pyrimidine-5-carbohydrazide tri(2-ethylhexyl)1,2,3-benzenetricarboxylate